5-[(3E)-2-(2-chloro-4-fluoro-phenyl)-1-[4-[(3S)-1-(3-fluoropropyl)pyrrolidin-3-yl]oxyphenyl]but-1-enyl]-1H-indazole ClC1=C(C=CC(=C1)F)C(=C(C1=CC=C(C=C1)O[C@@H]1CN(CC1)CCCF)C=1C=C2C=NNC2=CC1)CC